FC(CC(OC=1C(=NC2=CC=CC=C2N1)O)C1=CC=C(C=C1)C1=CC=CC=C1)(F)F 3-(2-trifluoromethyl-1-p-phenylphenylethoxy)-2-hydroxyquinoxaline